tert-butyl 8-((5-(difluoromethyl)-2-fluoro-4-(1-methyl-1H-pyrazol-4-yl) phenyl) amino)-6-(1-methyl-6-oxo-1,6-dihydropyridin-3-yl)-3,4-dihydroisoquinoline-2(1H)-carboxylate FC(C=1C(=CC(=C(C1)NC=1C=C(C=C2CCN(CC12)C(=O)OC(C)(C)C)C1=CN(C(C=C1)=O)C)F)C=1C=NN(C1)C)F